OC1=C(C=CC=C1)C1=CC(=CC=C1)CC1N(CCCC1NS(=O)(=O)C)C(=O)OC(C)(C)C tert-butyl 2-((2'-hydroxy-[1,1'-biphenyl]-3-yl)methyl)-3-(methylsulfonamido)-piperidine-1-carboxylate